ethyl 1-(2-(3-((2-isopropylphenyl)amino)azetidin-1-yl)ethyl)cyclobutane-1-carboxylate C(C)(C)C1=C(C=CC=C1)NC1CN(C1)CCC1(CCC1)C(=O)OCC